OC=1C(=CC(=C2C=CC=NC12)[N+](=O)[O-])C(C1=CC=C(C=C1)OC)NC(OC1CCCCC1)=O cyclohexyl [(8-hydroxy-5-nitroquinolin-7-yl)(4-methoxyphenyl)methyl]carbamate